2-amino-N,N-dipropyl-8-(4-(pyrrolidine-1-carbonyl)phenyl)-3H-benzo[b]azepine-4-carboxamide NC=1CC(=CC2=C(N1)C=C(C=C2)C2=CC=C(C=C2)C(=O)N2CCCC2)C(=O)N(CCC)CCC